(aminoethyl)-L-prolyl-S-farnesyl-L-cysteine NCCN1[C@@H](CCC1)C(=O)N[C@@H](CSCC=C(C)CCC=C(C)CCC=C(C)C)C(=O)O